N(=O)[O-].[Na+] sodium nitrite